OCC=1C(=NOC1C1=CC=C(C=N1)O[C@@H]1C[C@@H](C[C@@H]2C[C@H]12)C(=O)OC(C)C)C |r| (±)-(1S,3R,5R,6S)-isopropyl 5-((6-(4-(hydroxymethyl)-3-methylisoxazol-5-yl)pyridin-3-yl)oxy)bicyclo[4.1.0]heptane-3-carboxylate